BrCCCCCCCCCCCCCCCCCCCC bromoeicosane